2-[[2-fluoro-3-methoxy-6-(1,2,4-triazol-1-yl)phenyl]methyl]isoindoline-1,3-dione FC1=C(C(=CC=C1OC)N1N=CN=C1)CN1C(C2=CC=CC=C2C1=O)=O